(4-(bis(4-methoxybenzyl)amino)-2-butoxyimidazo[2,1-f][1,2,4]triazin-7-yl)(2-(piperidin-1-ylmethyl)phenyl)methanol COC1=CC=C(CN(C2=NC(=NN3C2=NC=C3C(O)C3=C(C=CC=C3)CN3CCCCC3)OCCCC)CC3=CC=C(C=C3)OC)C=C1